C(C)(=O)C=1C=CC(=NC1)OC 5-acetyl-2-methoxy-pyridine